C(#C)[C@@H]1N(C(OC1)(C)C)C(=O)OCCCC butyl (4S)-4-ethynyl-2,2-dimethyl-1,3-oxazolidine-3-carboxylate